O1CC(CC1)COC1=CC=C(C=N1)N1CCN(CC1)C(=O)OC(C)(C)C Tert-butyl 4-(6-((tetrahydrofuran-3-yl)methoxy)pyridin-3-yl)piperazine-1-carboxylate